N-(2-pyridinylmethyl)-N'-(1H-imidazol-2-ylmethyl)-N'-(5,6,7,8-tetrahydro-8-quinolinyl)-1,4-benzenedimethanamine N1=C(C=CC=C1)CNCC1=CC=C(C=C1)CN(C1CCCC=2C=CC=NC12)CC=1NC=CN1